C1(CC1)C1=C(C(=NO1)C1=C(C=CC=C1Cl)Cl)CO[C@H]1[C@@H]2CN([C@H](C1)C2)C2=NOC(=C2)C(=O)OC(C)(C)C tert-butyl 3-[(1S,4S,5R)-5-[[5-cyclopropyl-3-(2,6-dichlorophenyl)-1,2-oxazol-4-yl]methoxy]-2-azabicyclo[2.2.1]heptan-2-yl]-1,2-oxazole-5-carboxylate